C1=CC=C2C(=C1)C(=CN2)C(=O)O[C@H]3[C@@H]([C@H]([C@@H]([C@H](O3)C(=O)O)O)O)O The molecule is an O-acyl carbohydrate obtained by formal condensation of the carboxy group of indole-3-carboxylic acid with the anomeric hydroxy group of beta-D-glucuronic acid. It has a role as a metabolite. It is a glucosiduronic acid, an O-acyl carbohydrate and an indolyl carbohydrate. It derives from a beta-D-glucuronic acid and an indole-3-carboxylic acid.